C1(=C(C=CC=C1)N(C1=C(C=CC=C1C1=CC=CC=2C3=CC=CC=C3NC12)C1=CC=CC=C1)C1=C(C=CC=C1)C1=CC=CC=2OC3=C(C21)C=CC=C3)C3=CC=CC=C3 (biphenylyl)(dibenzofuranylphenyl)(carbazolylbiphenylyl)amine